C(C1=CC=CC=C1)OCC1(CC1)S(=O)(=N)N(C)C N-[[1-(benzyloxymethyl)cyclopropyl]sulfonimidoyl]-N-methyl-methanamine